1-butyl-2-oxo-1,2-dihydropyridine-4-carbaldehyde C(CCC)N1C(C=C(C=C1)C=O)=O